2-(dimethylamino)vinylamine CN(C=CN)C